C1(CC1)C=1C=C(C=2N(C1)C=C(N2)CN2C(C1=CC=CC=C1C2=O)=O)N2C(NC(C2)=O)=O 2-((6-cyclopropyl-8-(2,4-dioxoimidazolidin-1-yl)imidazo[1,2-a]pyridin-2-yl)methyl)isoindoline-1,3-dione